1,3-dibehenyl-2-oleoyl-glycerol C(CCCCCCCCCCCCCCCCCCCCC)OCC(OC(CCCCCCC\C=C/CCCCCCCC)=O)COCCCCCCCCCCCCCCCCCCCCCC